ClC=1C=NN(C1)CC(=O)N1C(CC(C1)F)C(=O)NC(C1=CC=C(C=C1)C(C)C)C1=CC=CC=C1 1-[2-(4-chloro-1H-pyrazol-1-yl)acetyl]-4-fluoro-N-{phenyl-[4-(propan-2-yl)phenyl]methyl}pyrrolidine-2-carboxamide